CN1C(C(=C(C2=CC=C(C=C12)C)N1CCC(CC1)C=1OC2=C(N1)C=C(C=C2)C)C(=O)N)=O 1,7-Dimethyl-4-[4-(5-methyl-1,3-benzoxazol-2-yl)piperidin-1-yl]-2-oxo-1,2-dihydroquinoline-3-carboxamide